OCC(COC1=CC=C(C[C@H](N)C(=O)O)C=C1)(CI)CO O-(3-hydroxy-2-(hydroxymethyl)-2-(iodomethyl)propyl)-L-tyrosine